1,2-diethylnaphthalene C(C)C1=C(C=CC2=CC=CC=C12)CC